3,7-diisopropyl-2,3,7,8-tetramethylnonane-4,6-dione C(C)(C)C(C(C)C)(C(CC(C(C(C)C)(C)C(C)C)=O)=O)C